tertbutyl pivalate C(C(C)(C)C)(=O)OC(C)(C)C